C(CCC)OC(=O)N1CC(C1)(O)C1=CNC2=CC=CC=C12 Butyl-3-(1H-indol-3-yl)-3-hydroxyazetidine-1-carboxylate